N-[(3R)-5-(4-chlorobenzyl)-8-fluoro-4-keto-7-(4,4,5,5-tetramethyl-1,3,2-dioxaborolan-2-yl)-2,3-dihydro-1,5-benzothiazepin-3-yl]carbamic acid tert-butyl ester C(C)(C)(C)OC(N[C@H]1CSC2=C(N(C1=O)CC1=CC=C(C=C1)Cl)C=C(C(=C2)F)B2OC(C(O2)(C)C)(C)C)=O